4-(2-(((R)-(4-fluorophenyl)((S)-7-(1-methyl-1H-pyrazol-4-yl)-2,3-dihydro-1H-pyrido[2,3-b][1,4]oxazin-3-yl)methyl)amino)ethyl)benzonitrile FC1=CC=C(C=C1)[C@H]([C@@H]1CNC2=C(O1)N=CC(=C2)C=2C=NN(C2)C)NCCC2=CC=C(C#N)C=C2